2E,4E,8E,10E,12E-tetradecapentaenoic acid-N-(2-hydroxy-2-methylpropyl)amide OC(CNC(\C=C\C=C\C=C\C=C\C=C\CCC)=O)(C)C